5-chloro-4-((2-(dimethylphosphoryl)phenyl)amino)pyridin ClC=1C(=CC=NC1)NC1=C(C=CC=C1)P(=O)(C)C